Tert-butyl-5-formyl-1H-benzo[d][1,2,3]triazole-1-carbamate C(C)(C)(C)OC(NN1N=NC2=C1C=CC(=C2)C=O)=O